(2-pyridyl)pyrazin N1=C(C=CC=C1)C1=NC=CN=C1